2-(4-(1H-pyrazol-1-yl)phenoxy)-6-(4-(methylsulfonyl)piperazine-1-carbonyl)pyrimidine N1(N=CC=C1)C1=CC=C(OC2=NC(=CC=N2)C(=O)N2CCN(CC2)S(=O)(=O)C)C=C1